tert-butyl (4-((4-(2-(2,6-dioxopiperidin-3-yl)-1,3-dioxoisoindolin-4-yl)piperazin-1-yl)methyl)-3,3-difluoropiperidin-1-yl)carbamate O=C1NC(CCC1N1C(C2=CC=CC(=C2C1=O)N1CCN(CC1)CC1C(CN(CC1)NC(OC(C)(C)C)=O)(F)F)=O)=O